C(C)OC1=CC=C(CC=2C(=C(NC2C)C(=O)OCC)C)C=C1 Ethyl 4-(4-ethoxybenzyl)-3,5-dimethyl-1H-pyrrole-2-carboxylate